C(=[O+][O-])[O-].[K+] potassium formate-oxide